4-(N,N-dimethyl)aminopiperidine CN(C)C1CCNCC1